O=C1N(CC[C@H]1NC(CCCCCCCCCCCCCC)=O)CC1=CC=C(C(=O)N2C[C@H]([C@@H](C2)C(=O)N[C@@H]2[C@H](C2)C2=CC=CC=C2)C(=O)N[C@@H]2[C@H](C2)C2=CC=CC=C2)C=C1 (3S,4S)-1-(4-(((R)-2-oxo-3-pentadecanamidopyrrolidin-1-yl)methyl)benzoyl)-N3,N4-bis((1S,2R)-2-phenylcyclopropyl)pyrrolidine-3,4-dicarboxamide